sodium orthophosphate salt P(=O)([O-])([O-])[O-].[Na+].[Na+].[Na+]